sodium chromite [Cr](=O)([O-])[O-].[Na+].[Na+]